C(C)[C@]1(C(OCC=2C(N3CC=4C(=NC=5C=C(C(=C6C5C4C(CC6)C(C=C)NC(C)=O)C)F)C3=CC21)=O)=O)O N-(1-((9S)-9-ethyl-5-fluoro-9-hydroxy-4-methyl-10,13-dioxo-2,3,9,10,13,15-hexahydro-1H,12H-benzo[de]pyrano[3',4':6,7]indolizino[1,2-b]quinolin-1-yl)allyl)acetamide